C[C@@H]1[C@H](C1)NC(=O)C1=CC2=C(N=C(S2)SC)S1 N-[(1S,2S)-2-methylcyclopropyl]-2-methylsulfanyl-thieno[2,3-d]thiazole-5-carboxamide